8-(3-Fluorophenyl)-9-(4-((1-(3-fluoropropyl)azetidin-3-yl)methyl)phenyl)-6,7-dihydro-5H-benzo[7]annulen FC=1C=C(C=CC1)C=1CCCC2=C(C1C1=CC=C(C=C1)CC1CN(C1)CCCF)C=CC=C2